NC(C(C)C)S(=O)(=O)[O-].[NH4+] ammonium amino-2-methylpropanesulfonate